3-Methyl-phenethyl alcohol CC=1C=C(CCO)C=CC1